C[C@H]1N(CCOC1)C1=CC(=C2C(=N1)C(=NS2)C2=CC(=NN2C2OCCCC2)C)C=2CCNCC2 (3R)-3-methyl-4-{3-[3-methyl-1-(oxan-2-yl)-1H-pyrazol-5-yl]-7-(1,2,3,6-tetrahydropyridin-4-yl)-[1,2]thiazolo[4,5-b]pyridin-5-yl}morpholine